N-[(azetidin-3-yl)methyl]-6,7-dimethoxy-1H,2H,3H-cyclopenta[b]quinolin-9-amine N1CC(C1)CNC1=C2C(=NC=3C=C(C(=CC13)OC)OC)CCC2